(S)-ethyl 2-((4-(2-(4-cyano-2-fluorobenzyloxy) thiazol-4-yl)-5,6-dihydropyridin-1(2H)-yl) methyl)-3-(oxetan-2-ylmethyl)-3H-imidazo[4,5-b]pyridine-5-carboxylate C(#N)C1=CC(=C(COC=2SC=C(N2)C2=CCN(CC2)CC2=NC=3C(=NC(=CC3)C(=O)OCC)N2C[C@H]2OCC2)C=C1)F